2-Cyclopentyl-N-((S,E)-4-(methylsulfonyl)but-3-en-2-yl)-4-(((S)-tetrahydro-2H-pyran-3-yl)oxy)pyrimidine-5-carboxamide C1(CCCC1)C1=NC=C(C(=N1)O[C@@H]1COCCC1)C(=O)N[C@@H](C)\C=C\S(=O)(=O)C